FC=1C=C2C(C=COC2=C(C1)F)=O 6,8-difluoro-4H-chromen-4-one